[OH-].C[N+]1=CC2=C(C=C1)N(C=C2)CCC 5-methyl-1-propyl-1H-pyrrolo[3,2-c]pyridin-5-ium hydroxide